C(C)OC(C[C@H](NC(=O)NC=1C(N(C=C(C1O)C)C)=O)C=1C=C(C=CC1)C1=CC=CC=C1)=O.[Br-].C(CC)[N+](C)(C)CCO propyl-(2-hydroxyethyl)-dimethylazanium bromide ethyl-(S)-3-(biphenyl-3-yl)-3-(3-(4-hydroxy-1,5-dimethyl-2-oxo-1,2-dihydropyridin-3-yl)ureido)propanoate